C(C)(C)(C)N1C=C(C=C1)C(=O)NCC1=NC(=NO1)C=1N(C2=CC=CC(=C2C1)NC1CC=2N(CC1)N=CC2)CC(F)(F)F 1-tert-butyl-N-({3-[4-({4H,5H,6H,7H-pyrazolo[1,5-a]pyridin-5-yl}amino)-1-(2,2,2-trifluoroethyl)-1H-indol-2-yl]-1,2,4-oxadiazol-5-yl}methyl)-1H-pyrrole-3-carboxamide